3-chlorobenzyl ((2S)-1-(((2S)-5-((1-benzylcyclopropyl)(methyl)amino)-1-(diethoxyphosphoryl)-1-hydroxy-5-oxopentan-2-yl)amino)-3-cyclohexyl-1-oxopropan-2-yl)carbamate C(C1=CC=CC=C1)C1(CC1)N(C(CC[C@@H](C(O)P(=O)(OCC)OCC)NC([C@H](CC1CCCCC1)NC(OCC1=CC(=CC=C1)Cl)=O)=O)=O)C